CC(C=CCCCCCCCC)=O dodeceneOne